OCCN(CC(=O)[O-])C N-(2-hydroxyethyl)-N-methyl-glycinat